4-Amino-3-(difluoromethyl)-N-methylbenzamide NC1=C(C=C(C(=O)NC)C=C1)C(F)F